2-Ethyl 2-[4-[(1S)-1-amino-2-hydroxy-ethyl]-3-methyl-phenyl]acetate N[C@H](CO)C1=C(C=C(C=C1)CC(=O)OCC)C